C[C@H]1NC[C@@H]1CSC (2R,3S)-2-methyl-3-((methylthio)methyl)azetidine